(Z)-4-((1-(2-(4-(4-chloro-2-fluorophenyl)piperidin-1-yl)phenyl)-2,2,2-trifluoroethylidene)amino)-N,N-dimethylbenzenesulfonamide ClC1=CC(=C(C=C1)C1CCN(CC1)C1=C(C=CC=C1)/C(/C(F)(F)F)=N/C1=CC=C(C=C1)S(=O)(=O)N(C)C)F